C(C=C)(=O)N1CC2N(CC(N(C2)C2=CC=C(C=C2)C(F)(F)F)=O)CC1 8-acryloyl-2-(4-(trifluoromethyl)phenyl)-hexahydro-2H-pyrazino[1,2-a]pyrazin-3(4H)-one